4-amino-5-bromo-1H-pyrimidin-2-one NC1=NC(NC=C1Br)=O